ClC=1C(N(C(=CC1OCC1=NC=C(C=C1F)C)C)C1=CC(=NC=C1C)C1=NC(=NC=C1)C(C)(C)O)=O (M)-3-chloro-4-((3-fluoro-5-methylpyridin-2-yl)methoxy)-2'-(2-(2-hydroxypropan-2-yl)pyrimidin-4-yl)-5',6-dimethyl-2H-[1,4'-bipyridin]-2-one